4-(tert-butyl) 8-methyl 2,3-dihydrobenzo[f][1,4]thiazepine-4,8(5H)-dicarboxylate S1CCN(CC2=C1C=C(C=C2)C(=O)OC)C(=O)OC(C)(C)C